NC=1C(=C(C=CC1F)NC(C1=C(C=CC(=C1)NC(=O)[C@@H]1C([C@H]1C1=CC(=CC(=C1)S(F)(F)(F)(F)F)Br)(Cl)Cl)Cl)=O)F trans-N-(3-Amino-2,4-difluorophenyl)-5-(3-(3-bromo-5-(pentafluoro-λ6-sulfanyl)phenyl)-2,2-dichlorocyclopropane-1-carboxamido)-2-chlorobenzamide